C(C)N1CCN(CC1)C1=CC=C(/C=C/C2=CC(=C(C=O)C(=C2)O)F)C=C1 (E)-4-(4-(4-ethylpiperazin-1-yl)styryl)-2-fluoro-6-hydroxybenzaldehyde